C(C)C=1C=C2CN(C(C2=CC1CC1=C(C=C(C=C1)N1N=CC=C1)F)=O)[C@@H]1[C@H](CCC1)O 5-ethyl-6-(2-fluoro-4-(1H-pyrazol-1-yl)benzyl)-2-((1S,2S)-2-hydroxycyclopentyl)isoindolin-1-one